FC=1C(=C(C=CC1)C(=O)N1[C@@H]2[C@@H](C[C@H](C1)CC2)OC2=NC=C(C=C2)C)C2=NC=CC=N2 (3-fluoro-2-(pyrimidin-2-yl)phenyl)((1S,4R,6R)-6-((5-methylpyridin-2-yl)oxy)-2-azabicyclo[2.2.2]oct-2-yl)methanone